FC1=CC2=C(NC(CCC2)=O)C=C1 7-fluoro-4,5-dihydro-1H-benzo[b]azepine-2(3H)-one